C(N1C=2N(C=CC1=O)C(C(=C(N2)C(F)(F)F)C2=CC=C(C=C2)OCC(F)(F)F)=O)([2H])([2H])[2H] 1-(Methyl-d3)-7-(4-(2,2,2-trifluoroethoxy)phenyl)-8-(trifluoromethyl)-2H-pyrimido[1,2-a]pyrimidine-2,6(1H)-dione